FC1=C(C=CC=C1)C=1C(=CC=CC1)C(=O)OC methyl 2'-fluoro-[1,1'-biphenyl]-2-carboxylate